CS(=O)(=O)C1=CC=2C3=C(NC2C=C1)CCN(C3)C(=O)C3=NNC(=C3)C(F)(F)F (8-methylsulfonyl-1,3,4,5-tetrahydropyrido[4,3-b]indol-2-yl)-[5-(trifluoromethyl)-1H-pyrazol-3-yl]methanone